lead zirconium lead [Pb].[Zr].[Pb]